FC=1C=C2C(C(=CN(C2=NC1N1CC2(COC2)C1)C1=C(C=C(C=C1F)F)F)C(=O)NC(C(F)(F)F)C(F)(F)F)=O 6-fluoro-N-(1,1,1,3,3,3-hexafluoropropan-2-yl)-7-(2-oxa-6-azaspiro[3.3]hept-6-yl)-4-oxo-1-(2,4,6-trifluorophenyl)-1,4-dihydro-1,8-naphthyridine-3-carboxamide